O1N=C(N=C1)C1=CC=C(CSC=2N(NC=CC2Cl)C(C)(C)C)C=C1 (4-(1,2,4-oxadiazol-3-yl)benzylthio)-2-tert-butyl-4-chloropyridazine